FC1=C(C=CC(=C1)F)C1=CC(=C(C=C1)O)C(=O)ON1C(CCC1=O)=O 2,5-dioxopyrrolidin-1-yl 2',4'-difluoro-4-hydroxy-[1,1'-biphenyl]-3-carboxylate